(2,3-dihydroxybutoxy)titanium OC(CO[Ti])C(C)O